C12(C3C4C(CC3C(CC1)C2)O4)C(=O)OC(C=C)=O acrylic acid 3,4-epoxytricyclo[5.2.1.02,6]decanoyl ester